acetamidopyridoxal C(C)(=O)NCC1=NC=C(C(=C1O)C=O)CO